3,6-bis(methylsulfonyloxy)-1,2-benzenedimethanol CS(=O)(=O)OC1=C(C(=C(C=C1)OS(=O)(=O)C)CO)CO